(E)-3-bromo-4-oxo-1,4-dihydropyridine-2,5-dicarboxylic acid diethyl ester C(C)OC(=O)C=1NC=C(C(C1Br)=O)C(=O)OCC